N-oleylsarcosine C(CCCCCCC\C=C/CCCCCCCC)N(C)CC(=O)O